[N+](=[N-])=C(C(CCC1=CC=CC=C1)=O)S(=O)(=O)C 1-diazo-1-methylsulfonyl-4-phenyl-2-butanone